2,2-difluoro-2-(3-(4-fluorophenyl)oxetan-3-yl)acetamide FC(C(=O)N)(C1(COC1)C1=CC=C(C=C1)F)F